4-methylcaprolactone CC1CCC(=O)OCC1